BrC1=C(C=C(C=C1)C1=CC=C(C=C1)P(C)(C)=O)Cl (4'-bromo-3'-chloro-[1,1'-biphenyl]-4-yl)dimethylphosphine oxide